tetraphenylhydroxyporphyrin C1(=CC=CC=C1)C=1C2=C(C3=C(C(=C(N3C3=CC=CC=C3)C=C3C=CC(C=C4C=CC(=CC(C1)=N2)N4)=N3)O)C3=CC=CC=C3)C3=CC=CC=C3